OCCNC1CCN(CC1)C(=O)OCCCC butyl 4-((2-hydroxyethyl)amino)piperidine-1-carboxylate